ClC=1C=NC(=C(C(=O)NC2CCC(CC2)CN2C(N(C3=C2C=CC=C3)C=3C=CC(=NC3)C(=O)NCC)=O)C1)C(F)F 5-(3-(((1r,4r)-4-(5-chloro-2-(difluoromethyl)nicotinamido)cyclohexyl)methyl)-2-oxo-2,3-dihydro-1H-benzo[d]imidazol-1-yl)-N-ethylpicolinamide